C(CCC)OC(C(O)(C)C(CCC)=O)=O butyryl-lactic acid butyl ester